5-[6-[2,2-difluoro-5-[3-[[5-(5-methylpyrido[4,3-b]indol-7-yl)-2-pyridyl]oxy]cyclobutoxy]pentyl]-2,6-diazaspiro[3.3]heptan-2-yl]-2-(2,6-dioxo-3-piperidyl)isoindoline-1,3-dione FC(CN1CC2(CN(C2)C=2C=C3C(N(C(C3=CC2)=O)C2C(NC(CC2)=O)=O)=O)C1)(CCCOC1CC(C1)OC1=NC=C(C=C1)C=1C=CC=2C3=C(N(C2C1)C)C=CN=C3)F